3-(4-isobutylphenyl)propanenitrile C(C(C)C)C1=CC=C(C=C1)CCC#N